((2-(2,6-dioxopiperidin-3-yl)-1,3-dioxoisoindolin-4-yl)methyl)-4-hydrazineylbenzamide O=C1NC(CCC1N1C(C2=CC=CC(=C2C1=O)CC1=C(C(=O)N)C=CC(=C1)NN)=O)=O